ClC1=CN=CC(=N1)C=1C=CC(=NC1)C(=O)O 5-(6-Chloropyrazin-2-yl)picolinic acid